9,12-dimethyleicosanediamine CC(CCCCCCCC(N)N)CCC(CCCCCCCC)C